Cl.N1C[C@H](CC1)CNC(OC(C)(C)C)=O tert-butyl N-[(3S)-pyrrolidin-3-ylmethyl]carbamate hydrochloride